C1(=CC=CC=C1)C(CCC)Br 1-phenyl-1-bromobutane